ClC1=C(CN2C(N([C@H](C3=CC=C(C=C23)C(=O)NCC2=C(C(=CC=C2)OCCO)F)C)C)=O)C(=CC=C1)F (S)-1-(2-chloro-6-fluorobenzyl)-N-(2-fluoro-3-(2-hydroxyethoxy)benzyl)-3,4-dimethyl-2-OXO-1,2,3,4-tetrahydroquinazoline-7-carboxamide